(S)-5-(2-(3-(ethoxymethyl)-3-(4-fluoro-phenethyl)pyrrolidin-1-yl)propan-2-yl)-2-methylpyridine C(C)OC[C@@]1(CN(CC1)C(C)(C)C=1C=CC(=NC1)C)CCC1=CC=C(C=C1)F